BrC1=CC=C(C=C1)/C(=C(\CCC(=O)OC)/C1=CC=CC=C1)/C1=CC=C(C=C1)O (E)-methyl 5-(4-bromophenyl)-5-(4-hydroxyphenyl)-4-phenylpent-4-enoate